perylene-3,4-dicarboximide C1=CC2=C3C(=CC=C4C5=CC=CC6=CC=CC(C1=C34)=C56)C(NC2=O)=O